2-(6-Chloro-benzothiazol-2-ylamino)-1-methyl-1H-benzoimidazole-5-carboxylic acid [(R)-1-((R)-2-hydroxy-propyl)-pyrrolidin-3-yl]-amide O[C@@H](CN1C[C@@H](CC1)NC(=O)C1=CC2=C(N(C(=N2)NC=2SC3=C(N2)C=CC(=C3)Cl)C)C=C1)C